S(=O)(=O)(O)O.CN(C1=CC=C(C=C1)N)C N,N-dimethyl-1,4-phenylenediamine sulfate